(S)-2-aminobutyric acid methyl ester hydrochloride Cl.COC([C@H](CC)N)=O